6-(6-ethynyl-4-methylpyridin-3-yl)-5-(4-isopropoxyphenyl)-7-methyl-7H-pyrrolo[2,3-d]pyrimidin-4-amine C(#C)C1=CC(=C(C=N1)C1=C(C2=C(N=CN=C2N)N1C)C1=CC=C(C=C1)OC(C)C)C